C(C)(C)(C)C1=CC=C(C=C1)NC1CC(C(CC1)NC(OC(C)(C)C)=O)O tert-butyl (4-((4-(tert-butyl)phenyl)amino)-2-hydroxycyclohexyl)carbamate